1-benzyl-4-(4-chlorophenyl)imidazole C(C1=CC=CC=C1)N1C=NC(=C1)C1=CC=C(C=C1)Cl